CCCCCCC(=O)OCC(COC(=O)CCCCCC)OC(=O)CCCCCC Glyceryl Triheptanoate